3-(3-oxo-1-(3,4,5-trimethoxybenzoyl)-1,2,3,4-tetrahydroquinoxalin-6-yl)benzonitrile O=C1CN(C2=CC=C(C=C2N1)C=1C=C(C#N)C=CC1)C(C1=CC(=C(C(=C1)OC)OC)OC)=O